CC1=NN2C(C[C@@H](CC2(C)C)C2=CC=CC=C2)=C1C(=O)O (5R)-2,7,7-trimethyl-5-phenyl-4,5,6,7-tetrahydropyrazolo[1,5-a]pyridine-3-carboxylic acid